3-((5-(3-fluorophenyl)pyrimidin-2-yl)amino)-N-(1-phenylcyclopropyl)benzamide FC=1C=C(C=CC1)C=1C=NC(=NC1)NC=1C=C(C(=O)NC2(CC2)C2=CC=CC=C2)C=CC1